4-chloro-but-2-yn ClCC#CC